methyl 5-bromo-2-(4-chlorobenzoyl)-3-fluorobenzoate BrC=1C=C(C(=C(C(=O)OC)C1)C(C1=CC=C(C=C1)Cl)=O)F